3-amino-N,N,5,6-tetramethyl-pyridazine-4-carboxamide NC=1N=NC(=C(C1C(=O)N(C)C)C)C